OC(C)C=1C(=NC(=CC1)N1C=NC2=C1C=C(C=C2)C2=CC=C1C(=N2)C(N(C1)C)=O)N1N=C(C=C1C)C#N 1-[3-(1-hydroxyethyl)-6-[6-(6-methyl-7-oxo-5H-pyrrolo[3,4-b]pyridin-2-yl)benzimidazol-1-yl]-2-pyridyl]-5-methyl-pyrazole-3-carbonitrile